dipropanesulfonic acid sodium salt [Na+].C(CC)S(=O)(=O)[O-].C(CC)S(=O)(=O)[O-].[Na+]